Pentanediol CCCCC(O)O